NC1=NC=CC(=C1Cl)SC=1C=NC(=CN1)Cl 3-((2-amino-3-chloropyridin-4-yl)thio)-6-chloropyrazin